NC1=C(C(=NN1C(C)C)C1=CC=C(C=C1)CC(=O)NC1=CC(=NO1)C1C(C1)(C)C)C(=O)N 5-Amino-3-[4-[2-[[3-(2,2-dimethylcyclopropyl)isoxazol-5-yl]amino]-2-oxo-ethyl]phenyl]-1-isopropyl-pyrazole-4-carboxamide